4-(3,5-dimethyl-4-hydroxybenzylideneamino)-5-(3-methylphenyl)-2H-1,2,4-triazole-3(4H)-thione CC=1C=C(C=NN2C(NN=C2C2=CC(=CC=C2)C)=S)C=C(C1O)C